N[C@@H](C1=CC(=C2CN(C(C2=C1)=O)C1=CC(=CC=C1)C1(COC1)[C@H](C1=NN=CN1C)F)C(F)(F)F)C1CCC1 6-((R)-amino(cyclobutyl)methyl)-2-(3-(3-((R)-fluoro(4-methyl-4H-1,2,4-triazol-3-yl)methyl)oxetan-3-yl)phenyl)-4-(trifluoromethyl)isoindolin-1-one